ClC1=C(C=NC2=CC(=C(C=C12)OC)O)F 4-chloro-3-fluoro-6-methoxy-quinolin-7-ol